8-(3-Chloro-2-methylphenyl)-9-(4-((1-(3,3-difluoropropyl)azetidin-3-ylidene)methyl)phenyl)-6,7-dihydro-5H-benzo[7]annulen-3-ol ClC=1C(=C(C=CC1)C=1CCCC2=C(C1C1=CC=C(C=C1)C=C1CN(C1)CCC(F)F)C=CC(=C2)O)C